CN([C@H]1CN(CC1)CC1=NC(=CC(=C1)NC(=O)C1=CC=C2CCN(C2=C1)C(=O)OC(C)(C)C)C(F)(F)F)C tert-butyl (R)-6-((2-((3-(dimethylamino) pyrrolidin-1-yl)methyl)-6-(trifluoromethyl) pyridin-4-yl)carbamoyl)indoline-1-carboxylate